N-((1H-pyrazol-3-yl)methyl)-6-methoxy-8-(4-(trifluoromethyl)cyclohex-1-en-1-yl)quinoline-3-carboxamide N1N=C(C=C1)CNC(=O)C=1C=NC2=C(C=C(C=C2C1)OC)C1=CCC(CC1)C(F)(F)F